tungsten(IV) tetrachloride [W](Cl)(Cl)(Cl)Cl